titanium tris(dodecylbenzenesulfonate) C(CCCCCCCCCCC)C1=C(C=CC=C1)S(=O)(=O)[O-].C(CCCCCCCCCCC)C1=C(C=CC=C1)S(=O)(=O)[O-].C(CCCCCCCCCCC)C1=C(C=CC=C1)S(=O)(=O)[O-].[Ti+3]